OC(CC(=O)NC1=NN2C(C=C(C=C2)C(F)(F)F)=C1C=1N=NN(C1)C)(C)C 3-hydroxy-3-methyl-N-(3-(1-methyl-1H-1,2,3-triazol-4-yl)-5-(trifluoromethyl)pyrazolo[1,5-a]pyridin-2-yl)butanamide